CC(C=CCCCC)=O OCTENON